BrC=1OC=C(N1)C=NO Bromooxazole-4-carbaldehyde oxime